6-((1-((1-(2-Amino-2-methylpropoxy)-2-methylpropan-2-yl)sulfonyl)cyclopropyl)methyl)-N-(4-cyanobenzyl)-1-methyl-7-oxo-4,5,6,7-tetrahydro-1H-pyrazolo[3,4-c]pyridine-3-carboxamide NC(COCC(C)(C)S(=O)(=O)C1(CC1)CN1C(C2=C(CC1)C(=NN2C)C(=O)NCC2=CC=C(C=C2)C#N)=O)(C)C